4-(4-(2-aminoethyl)-1,4-diazepan-1-yl)-6,7-dimethoxyquinoline-3-carbonitrile NCCN1CCN(CCC1)C1=C(C=NC2=CC(=C(C=C12)OC)OC)C#N